OC(=O)C(F)(F)F.C(C1=CC=CC=C1)N(CCCN1C2CC(CC1CC2)C=2C=C(C(=O)N)C=CC2)C([C@@H](CO)O)=O 3-endo-(8-{3-[benzyl-((R)-2,3-dihydroxypropionyl)amino]propyl}-8-azabicyclo[3.2.1]oct-3-yl)-benzamide TFA salt